C(C=1C(C(=O)OCCCCCCCCC)=CC=CC1)(=O)OCCCCCCCCC di(nonyl) phthalate